FC(C1(CC1)C#CC1=C2CCCN(C2=CC=C1)C1=NC=2N(C3=C(C=CC=C13)F)C(=NN2)C)F 5-(5-((1-(difluoromethyl)cyclopropyl)ethynyl)-3,4-dihydroquinolin-1(2H)-yl)-9-fluoro-1-methyl-[1,2,4]triazolo[4,3-a]quinazoline